((5-chloro-6-((3-oxo-1-phenyl-2,7,10,13-tetraoxa-4-azapentadec-15-yl)amino)-1H-benzo[d]imidazol-2-yl)methyl)carbamic acid tert-butyl ester C(C)(C)(C)OC(NCC1=NC2=C(N1)C=C(C(=C2)Cl)NCCOCCOCCOCCNC(OCC2=CC=CC=C2)=O)=O